C(C)(=O)NCCS(=O)(=O)NC(=O)C1=CC=C(C=C1)[C@H]1N(CC[C@@H](C1)OCC)CC1=C2C=CN(C2=C(C=C1OC)C)C(=O)OC(C)(C)C tert-butyl 4-(((2S,4S)-2-(4-(((2-acetamidoethyl)sulfonyl)carbamoyl)phenyl)-4-ethoxypiperidin-1-yl)methyl)-5-methoxy-7-methyl-1H-indole-1-carboxylate